N-(3'-trimethoxysilylpropyl)morpholine CO[Si](CCCN1CCOCC1)(OC)OC